C(N)(=O)C=1C(=NN(C1)[C@@H]1COCC[C@H]1C#N)NC1=CC(=C(C(=O)OC)C(=C1)B1OC(C(O1)(C)C)(C)C)F methyl 4-[[4-carbamoyl-1-[trans-4-cyanotetrahydropyran-3-yl]pyrazol-3-yl]amino]-2-fluoro-6-(4,4,5,5-tetramethyl-1,3,2-dioxaborolan-2-yl)benzoate